tert-butyl (6S)-6-(((tert-butyldimethylsilyl)oxy)methyl)-1-oxa-5-azaspiro[2.4]heptane-5-carboxylate [Si](C)(C)(C(C)(C)C)OC[C@H]1N(CC2(CO2)C1)C(=O)OC(C)(C)C